N-(4-(5-trifluoromethyl-2-(3-methoxyphenylamino)pyrimidin-4-ylamino)phenyl)acrylamide FC(C=1C(=NC(=NC1)NC1=CC(=CC=C1)OC)NC1=CC=C(C=C1)NC(C=C)=O)(F)F